FC(C1=NN=C(O1)C=1C=CC(=NC1)CN1C(N(C(C1=O)(C)C)C1=CC=C(C=C1)C=1C=NC=CC1)=O)F 3-((5-(5-(difluoromethyl)-1,3,4-oxadiazol-2-yl)pyridin-2-yl)methyl)-5,5-dimethyl-1-(4-(pyridin-3-yl)phenyl)imidazolidin-2,4-dione